N[C@H]1CN(CC1)C1=NC(=NC2=CC=C(C=C12)C)N1CCS(C2=C(C1)C=CC=C2)=NCC2COC2 4-(((R)-3-aminopyrrolidin-1-yl)-6-methylquinazolin-2-yl)-1-((oxetan-3-ylmethyl)imino)-2,3,4,5-tetrahydro-benzo[f][1,4]thiazepine